trans-2-((3-methyl-4-oxo-8-(4-(trifluoromethyl)phenyl)-3,4-dihydropyrido[4,3-d]pyrimidin-5-yl)amino)cyclobutane-1-carboxylic acid CN1C=NC2=C(C1=O)C(=NC=C2C2=CC=C(C=C2)C(F)(F)F)N[C@H]2[C@@H](CC2)C(=O)O